4-Aminopiperidine-1-carboxylic acid tert-butyl ester C(C)(C)(C)OC(=O)N1CCC(CC1)N